3-[4-(5-chlorothiophene-2-yl)-1H-1,2,3-triazol-1-yl]piperidine-2,6-dione ClC1=CC=C(S1)C=1N=NN(C1)C1C(NC(CC1)=O)=O